BrC1=CC=C(C=C1)C1C(CC1)CN1CCN(CC1)CC=1C=C2CN(C(C2=CC1)=O)C1C(NC(CC1)=O)=O 3-(5-((4-((2-(4-bromophenyl)cyclobutyl)methyl)piperazin-1-yl)methyl)-1-oxoisoindolin-2-yl)piperidine-2,6-dione